C(C)C=1NC(C2=CC(=CC=C2C1C1=CC=C(C=C1)F)OC)=O 3-ethyl-4-(4-fluorophenyl)-7-methoxy-2H-isoquinolin-1-one